3-(4-((2-(2-azidoethoxy)ethyl)thio)-1-oxoisoindolin-2-yl)piperidine-2,6-dione N(=[N+]=[N-])CCOCCSC1=C2CN(C(C2=CC=C1)=O)C1C(NC(CC1)=O)=O